CC1=C2NCCN(C2=CC=C1)C=1C(N2CC\C=C/COC=3C=CC=C(NC4=NC=C(C1)C2=N4)C3)=O (10Z)-16-(5-methyl-3,4-dihydro-2H-quinoxalin-1-yl)-8-oxa-2,14,20,21-tetrazatetracyclo[12.6.2.13,7.018,22]tricosa-1(20),3,5,7(23),10,16,18,21-octaen-15-one